(4-(4-(trifluoromethyl)phenyl)-6-(4-(vinylsulfonyl)piperazin-1-yl)pyrimidin-2-yl)isothiazole FC(C1=CC=C(C=C1)C1=NC(=NC(=C1)N1CCN(CC1)S(=O)(=O)C=C)C1=NSC=C1)(F)F